C1(CCCCC1)NC(CCCC(=O)[O-])=O 5-(cyclohexylamino)-5-oxopentanoate